N1C(COCC1)C(=S)O L-3-thiomorpholinecarboxylic acid